trans-9,10-epoxyoctadecanoic acid CCCCCCCCC1C(O1)CCCCCCCC(=O)O